C(CCCCCCCCCCCCCCC(C)C)(=O)O.C(O)C(CC)(CO)CO.C(O)C(CC)(CO)CO.C(O)C(CC)(CO)CO triTrimethylolpropane Isostearate